(S)-(4-(7-(difluoromethyl)pyrazolo[1,5-a]pyridin-2-yl)-6,7-dihydro-1H-imidazo[4,5-c]pyridin-5(4H)-yl)(5-(pyridin-2-yl)-1,3,4-oxadiazol-2-yl)methanone FC(C1=CC=CC=2N1N=C(C2)[C@H]2N(CCC1=C2N=CN1)C(=O)C=1OC(=NN1)C1=NC=CC=C1)F